COC1=C(CNC2=C3NC=NC3=NC=N2)C=C(C(=C1)OC)OC 6-(2,4,5-trimethoxybenzylamino)purine